[Si](C1=CC=CC=C1)(C1=CC=CC=C1)(C(C)(C)C)OC1CCC(CC1)N1C2=NC(=NC=C2N=C1N)Cl 9-((1r,4r)-4-((tert-butyldiphenylsilyl)oxy)cyclohexyl)-2-chloro-9H-purin-8-amine